(2Z,6E)-2,6-dimethyl-10-methylidenedodeca-2,6,11-trienal C/C(/C=O)=C/CC\C(=C\CCC(C=C)=C)\C